benzothiophene-1,1-dione S1(C=CC2=C1C=CC=C2)(=O)=O